cis-Buten C=CCC